5-Methyl-5,6,7,8-tetrahydro-1,6-naphthyridine hydrochloride Cl.CC1C=2C=CC=NC2CCN1